sodium (2S)-2-((S)-2-((((5-ethyl-1,3-dioxan-5-yl)oxy)carbonyl)amino)-4-methylpentan-amido)-1-hydroxy-3-((S)-2-oxopyrrolidin-3-yl)propane-1-sulfonate C(C)C1(COCOC1)OC(=O)N[C@H](C(=O)N[C@H](C(S(=O)(=O)[O-])O)C[C@H]1C(NCC1)=O)CC(C)C.[Na+]